(1R,3R,4R)-N-[(1R)-1-cyano-2-[(3R)-2-oxo-3-piperidyl]ethyl]-2-[(2S)-2-(2,5-difluoroanilino)propanoyl]-5,5-difluoro-2-azabicyclo[2.2.2]octane-3-carboxamide C(#N)[C@@H](C[C@@H]1C(NCCC1)=O)NC(=O)[C@@H]1N([C@H]2CC([C@@H]1CC2)(F)F)C([C@H](C)NC2=C(C=CC(=C2)F)F)=O